FC1=C(C=C(C(=C1)C)C=1C=C(C=2N(C1)C1=C(N2)COCC1)N1CCOCC1)NC(=O)N1C[C@@H](CC1)CC(F)(F)F (S)-N-(2-Fluoro-4-methyl-5-(9-morpholino-3,4-dihydro-1H-pyrano[3',4':4,5]imidazo[1,2-a]pyridin-7-yl)phenyl)-3-(2,2,2-trifluoroethyl)pyrrolidine-1-carboxamide